N1C=CC2=C1C1=C(S2)C=CC=C1 benzothienopyrrol